(3R)-7-[5-(1-acetyl-4-methyl-4-piperidyl)-1,3,4-oxadiazol-2-yl]-3-amino-5-[(4-chlorophenyl)methyl]-8-fluoro-1,1-dioxo-2,3-dihydro-1λ6,5-benzothiazepin-4-one C(C)(=O)N1CCC(CC1)(C)C1=NN=C(O1)C=1C(=CC2=C(N(C([C@H](CS2(=O)=O)N)=O)CC2=CC=C(C=C2)Cl)C1)F